2-(4-{[(1R,3S)-3-hydroxycyclohexyl]amino}imidazo[1,5-d][1,2,4]triazin-1-yl)-5-(trifluoromethyl)phenol O[C@@H]1C[C@@H](CCC1)NC1=NN=C(C=2N1C=NC2)C2=C(C=C(C=C2)C(F)(F)F)O